NN1C(N(N=CC1=O)C1=CC(=C(C(=C1)Cl)OC=1C=C2C3(C(NC2=C(C1)F)=O)CCC3)Cl)=O amino-2-(3,5-dichloro-4-((7'-fluoro-2'-oxospiro[cyclobutane-1,3'-indolin]-5'-yl)oxy)phenyl)-1,2,4-triazine-3,5(2H,4H)-dione